[(3R,4R)-4-(3-methoxyphenyl)tetrahydropyran-3-yl]-methanol COC=1C=C(C=CC1)[C@H]1[C@@H](COCC1)CO